NC(CN1N=C2N(C(N(CC2=C1)C1CCN(CC1)C1=C(C=CC=C1C)F)=O)CC1=C(C=CC=C1)C(F)(F)F)C 2-(2-Amino-propyl)-5-[1-(2-fluoro-6-methyl-phenyl)-piperidin-4-yl]-7-(2-trifluoromethyl-benzyl)-2,4,5,7-tetrahydro-pyrazolo[3,4-d]pyrimidin-6-one